(S)-2-(hydroxymethyl)piperazin OC[C@H]1NCCNC1